C(N)(=O)[C@H]1CN(CCC1)C=1C=C(C=CC1)CC(C(=O)OC(C)(C)C)(C)C tert-butyl (R)-3-(3-(3-carbamoylpiperidin-1-yl)phenyl)-2,2-dimethylpropanoate